[N+](=O)([O-])C=1C=C(C=CC1)S(=O)(=O)OC[C@H]1CO1 (R)-glycidyl m-nitrobenzenesulfonate